CC1(C)CCCC(C)=C1\C=C\C(\C)=C\C=C\C(\C)=C\C=C\C=C(/C)\C=C\C=C(/C)\C=C\C1C(=C)C=CC[C@]1(C)C(=O)OC Methyl 3',4'-didehydro-β,γ-caroten-16'-oate